(R)-N-(2-(4-cyanothiazolidin-3-yl)-2-oxoethyl)-6-(1-isopropyl-1H-pyrazole-5-yl)quinoline-4-carboxamide C(#N)[C@H]1N(CSC1)C(CNC(=O)C1=CC=NC2=CC=C(C=C12)C1=CC=NN1C(C)C)=O